NC1=NC=NN2C1=NC=C2C=2C=C(C=CC2C)S(=O)(=O)N2CC1(CC1)C(CC2)O 5-{[3-(4-aminoimidazo[2,1-f][1,2,4]triazin-7-yl)-4-methylphenyl]sulfonyl}-5-azaspiro[2.5]octan-8-ol